FC1=C(C=C(C=2SC3=C(C21)C=CC=C3)F)I 1,4-Difluoro-2-iododibenzo[b,d]thiophene